C(CCCCCCCCC\C=C/C\C=C/CCCCC)OC[C@H](COCCCCC)N(C)C (2S)-1-[(11Z,14Z)-icosa-11,14-dien-1-yloxy]-N,N-dimethyl-3-(pentyl-oxy)propan-2-amine